3-(4-bromo-3-fluorophenyl)-1-(4-methoxybenzyl)piperidine-2,6-dione BrC1=C(C=C(C=C1)C1C(N(C(CC1)=O)CC1=CC=C(C=C1)OC)=O)F